(((1-isopropyl-1H-pyrazol-4-yl)sulfonyl)methyl)piperidine-1-carboxylic acid tert-butyl ester C(C)(C)(C)OC(=O)N1C(CCCC1)CS(=O)(=O)C=1C=NN(C1)C(C)C